(R)-1-((1R,3R)-3-isopropylcyclobutyl)-3-(isoquinolin-4-yl)-2-oxoimidazoline-4-carbonitrile C(C)(C)C1CC(C1)N1C(N([C@H](C1)C#N)C1=CN=CC2=CC=CC=C12)=O